N1=CN=C(C2=C1NC=C2)NC2=C(C=CC(=C2)C#CC(C)(C=2SC=CN2)O)N2C[C@H](CC2)C#N (S)-1-(2-((7H-pyrrolo[2,3-d]pyrimidin-4-yl)amino)-4-(3-hydroxy-3-(thiazol-2-yl)but-1-yn-1-yl)phenyl)pyrrolidine-3-carbonitrile